2,3-diisobutyl-2-cyano-butanedioic acid-1,4-di-(2-ethoxyethyl) ester C(C)OCCOC(C(C(C(=O)OCCOCC)CC(C)C)(C#N)CC(C)C)=O